FC=1C=C(C=CC1OC1=C2C(=NC=C1)N(C=C2C)COCC[Si](C)(C)C)C[C@@H](C2=NC(=NO2)C2=CC=CC=C2)NC(OC(C)(C)C)=O tert-Butyl (S)-(2-(3-fluoro-4-((3-methyl-1-((2-(trimethylsilyl)ethoxy)methyl)-1H-pyrrolo-[2,3-b]pyridin-4-yl)oxy)phenyl)-1-(3-phenyl-1,2,4-oxadiazol-5-yl)ethyl)-carbamate